CC1=CC=CC(=N1)C1=NC=CC(=N1)NC1=NC(=NC=C1)NC1=CC=C(C=C1)N1CC(CCC1)C(=O)OC1CN(CC1)C (1-methylpyrrolidin-3-yl) 1-[4-[[4-[[2-(6-methyl-2-pyridyl)pyrimidin-4-yl]amino]pyrimidin-2-yl]amino]phenyl]piperidine-3-carboxylate